C1=CNC(=O)C(=C1)O hydroxypyridone